nickel manganese (2+) iron [Fe+2].[Mn+2].[Ni+2]